BrC=1C=NN2C1CN(CC2)C(=O)OC(C)(C)C tert-butyl 3-bromo-4H,6H,7H-pyrazolo[1,5-a]pyrazine-5-carboxylate